C1OCC12CN(C2)C(=O)[C@H]2OCCN(C2)C=2C=1N(C=C(C2)S(=O)(=O)NC2(CC2)C)C(=NC1)C=1SC(=NN1)C(F)F (S)-8-(2-(2-oxa-6-azaspiro[3.3]heptane-6-carbonyl)morpholino)-3-(5-(difluoromethyl)-1,3,4-thiadiazol-2-yl)-N-(1-methylcyclopropyl)imidazo[1,5-a]pyridine-6-sulfonamide